2-fluoro-4-(4-(((5-fluoro-4-oxo-2-(((tetrahydro-2H-pyran-4-yl)thio)methyl)-3,4-dihydroquinazolin-7-yl)oxy)methyl)-[1,4'-bipiperidin]-1'-yl)benzoic acid FC1=C(C(=O)O)C=CC(=C1)N1CCC(CC1)N1CCC(CC1)COC1=CC(=C2C(NC(=NC2=C1)CSC1CCOCC1)=O)F